N-(1-(6-chloro-8-fluoroquinolin-4-yl)ethylidene)-2-methylpropane-2-sulfinamide ClC=1C=C2C(=CC=NC2=C(C1)F)C(C)=NS(=O)C(C)(C)C